2,3-dihydroxy-2,3-dimethylsuccinic acid OC(C(=O)O)(C(C(=O)O)(C)O)C